Cl.Cl.ClC1=CC=C2C(=CNC2=C1)N 6-chloro-1H-indol-3-amine hydrogen chloride hydrogen chloride